4-([1,4'-bipiperidin]-1'-yl)-3-((4-butoxyphenyl)sulfonyl)-N-(2-hydroxyethyl)quinoline-6-carboxamide N1(CCCCC1)C1CCN(CC1)C1=C(C=NC2=CC=C(C=C12)C(=O)NCCO)S(=O)(=O)C1=CC=C(C=C1)OCCCC